8-(2-Chlorobenzyl)-2-((5-methylfuran-2-yl)methyl)-6-phenylimidazo[1,2-a]pyrazin-3(7H)-on ClC1=C(CC2=C3N(C=C(N2)C2=CC=CC=C2)C(C(=N3)CC=3OC(=CC3)C)=O)C=CC=C1